(S)-N-(1-(4-(3-(difluoromethyl)cyclobutoxy)-6-(3-methoxytetrahydrofuran-3-yl)pyridin-2-yl)-1H-pyrazolo[4,3-c]pyridin-6-yl)acetamide FC(C1CC(C1)OC1=CC(=NC(=C1)[C@@]1(COCC1)OC)N1N=CC=2C=NC(=CC21)NC(C)=O)F